CN(C)CCOC(C(=C)C)=O.C(=C)N1C(CCC1)=O Vinylpyrrolidon Dimethylaminoethylmethacrylat